4-propiolamidobutanoic Acid C(C#C)(=O)NCCCC(=O)O